P(=O)(OC(C)(C)C)(OC(C)(C)C)OCN1C(C=C(C=C1)NC(C1=C(C=C(C=C1)C(C(F)(F)F)(F)F)OC1=C(C=C(C=C1)F)OC)=O)=O di-tert-butyl [4-[[2-(4-fluoro-2-methoxy-phenoxy)-4-(1,1,2,2,2-pentafluoroethyl)benzoyl]amino]-2-oxo-1-pyridyl]methyl phosphate